CC1CC[C@@H]2[C@H](C1)C(CCCC2C)(C)C Himachalane